CC=1C(=NOC1C)N(S(=O)(=O)C1=C(C=CC=C1)C1=C(C=C(C=C1)C([2H])([2H])CS(=O)(=O)O)COCC)COC (2'-(N-(4,5-dimethylisoxazol-3-yl)-N-(methoxymethyl)sulfamoyl)-2-(ethoxymethyl)-[1,1'-biphenyl]-4-yl)methyl-d2-methanesulfonic acid